3,4-diamino-pyrrolidine NC1CNCC1N